1-(3-Chloro-2-pyridyl)-4-[[5-[4-(trifluoromethyl)phenyl]tetrazol-2-yl]methyl]pyrrole-2-carboxylic acid ClC=1C(=NC=CC1)N1C(=CC(=C1)CN1N=C(N=N1)C1=CC=C(C=C1)C(F)(F)F)C(=O)O